(10Z)-10-pentadecenoic acid C(CCCCCCCC\C=C/CCCC)(=O)O